tetrabromo-2,5-cyclohexanedione BrC1C(C(C(C(C1Br)=O)Br)Br)=O